(S)-(6-((2-(1-(cyclopropylsulfonyl)-1H-pyrazol-4-yl)pyrimidin-4-yl)amino)-4-(isopropylamino)pyridin-3-yl)(3-((4-methylpiperazin-1-yl)methyl)pyrrolidin-1-yl)methanone C1(CC1)S(=O)(=O)N1N=CC(=C1)C1=NC=CC(=N1)NC1=CC(=C(C=N1)C(=O)N1C[C@@H](CC1)CN1CCN(CC1)C)NC(C)C